CC(CO)(C)C1=CC(=CC=C1)\C=C\C1=CC=CC=C1 (E)-2-methyl-2-(3-styrylphenyl)propan-1-ol